OC1=C(C=C(C=C1)C)C(=CC1=CC=NC=C1)C1=CC=C(C=C1)C 4-(2-(2-hydroxy-5-methylphenyl)-2-(4-methylphenyl)vinyl)pyridine